(E)-N-(4-(3-chloro-4-(pyridin-2-ylmethoxy)phenyl)-4H-pyrido[2,3,4-de]quinazolin-7-yl)-4-(cyclopropylamino)but-2-enamide ClC=1C=C(C=CC1OCC1=NC=CC=C1)N1C=CC=2C=3C1=NC=NC3C=CC2NC(\C=C\CNC2CC2)=O